(1R)-1,2,3,4-tetrahydro-1-naphthalenyl 2-[1-[2-[3,5-bis(difluoromethyl)-1H-pyrazol-1-yl]acetyl]-4-piperidinyl]-4-thiazolecarboxylate FC(C1=NN(C(=C1)C(F)F)CC(=O)N1CCC(CC1)C=1SC=C(N1)C(=O)O[C@@H]1CCCC2=CC=CC=C12)F